hydroxydi-Bocamine ON(C(=O)OC(C)(C)C)C(=O)OC(C)(C)C